(R)-2-{[6-ethyl-2-(3-((2-(3-hydroxyazetidin-1-yl)-2-oxoethyl)amino)pyrrolidin-1-yl)imidazo[2,1-b][1,3,4]thiadiazol-5-yl](methyl)amino}-4-(4-fluorophenyl)thiazol-5-carbonitrile C(C)C=1N=C2SC(=NN2C1N(C=1SC(=C(N1)C1=CC=C(C=C1)F)C#N)C)N1C[C@@H](CC1)NCC(=O)N1CC(C1)O